3-[(2R,4R,5R)-5-[[bis(4-methoxyphenyl)-phenyl-methoxy]methyl]-4-hydroxy-tetrahydrofuran-2-yl]-1H-benzimidazol-2-one COC1=CC=C(C=C1)C(OC[C@@H]1[C@@H](C[C@@H](O1)N1C(NC2=C1C=CC=C2)=O)O)(C2=CC=CC=C2)C2=CC=C(C=C2)OC